CN1N=NN=C1\C(\C1=CC=CC=C1)=N/OCC1=CC=CC(=N1)NC(OCCC#C)=O But-3-yn-1-yl {6-[({[(Z)-(1-methyl-1H-tetrazol-5-yl)(phenyl)methylene] amino}oxy)methyl]pyridin-2-yl}carbamate